CN1N=NC2=C1C=CC(=C2C)C(CC(=O)O)C2=CC(=C(C=C2)C)CN2CC(OC1=C(C2)C=CC=C1)(C)C 3-(1,4-Dimethyl-1H-benzo[d][1,2,3]triazol-5-yl)-3-(3-((2,2-dimethyl-2,3-dihydrobenzo[f][1,4]oxazepin-4(5H)-yl)methyl)-4-methylphenyl)propanoic acid